methyl 2,4-difluoro-3-iodo-6-methylbenzoate FC1=C(C(=O)OC)C(=CC(=C1I)F)C